1-isobutoxy-2-propanol C(C(C)C)OCC(C)O